Cl.FC(C1(CCC1)CN)F [1-(difluoromethyl)cyclobutyl]methanamine hydrochloride